N1=CC(=CC2=CC=CC=C12)[C@@H](C)NC=1C2=C(N=C(N1)N1CCN(CC1)C(C)=O)C=NN2CC2CCOCC2 1-{4-[7-((R)-1-Quinolin-3-yl-ethylamino)-1-(tetrahydro-pyran-4-ylmethyl)-1H-pyrazolo[4,3-d]pyrimidin-5-yl]-piperazin-1-yl}-ethanon